[Cl-].C(CCCCCCCCCCCCCCCCC)[N+](C)(C)C(CC=1C=C(C(O)=CC1)O)=O octadecyl(4-catecholacetyl)dimethylammonium chloride